OC1=CC=2CCC3=CC(=CC=C3C2C(=C1)O)O 2,4,7-trihydroxy-9,10-dihydrophenanthrene